(2S)-N-{3-[2-(4-chloro-3-fluorophenoxy)acetamido]bicyclo[1.1.1]pent-1-yl}-6-fluoro-3,4-dihydro-2H-1-benzopyran-2-carboxamide ClC1=C(C=C(OCC(=O)NC23CC(C2)(C3)NC(=O)[C@H]3OC2=C(CC3)C=C(C=C2)F)C=C1)F